C(#C)C1=CC=C(C=N1)C=1C=NC(=CC1)C#C 6,6'-diethynyl-3,3'-bipyridine